C(C1=CC=CC=C1)OC1=CC=C(OCCOC2CCOCC2)C=C1 4-[2-(4-benzyloxyphenoxy)ethoxy]tetrahydropyran